FC1=C(C=C(C(=C1)C)CCN[C@H](C1=CC=CC=C1)[C@H]1CNC2=C(N1)N=CC(=C2)F)[C@@H](C(=O)O)C |o1:29| (S or R)-2-(2-fluoro-5-(2-(((R)-((R)-7-fluoro-1,2,3,4-tetrahydropyrido[2,3-b]pyrazin-3-yl)(phenyl)methyl)amino)ethyl)-4-methylphenyl)propanoic acid